4-(3-methyl-4,5-dioxo-4,5-dihydro-2H-benzo[g]indazol-2-ylsulfonyl)benzonitrile CC=1N(N=C2C3=C(C(C(C12)=O)=O)C=CC=C3)S(=O)(=O)C3=CC=C(C#N)C=C3